C(#N)CNCCN(CCN(CC#N)CC#N)CCN1CCN(CC1)CCN1C(NCC1)=O 2,2'-((2-((2-((cyanomethyl)amino)eth-yl)(2-(4-(2-(2-oxoimidazolidin-1-yl)ethyl)piperazin-1-yl)ethyl)amino)ethyl)azane-diyl)diacetonitrile